CC1(COC=2C(=NC(=CC2)C(C)N2C[C@@H](N(C[C@H]2C)C=2C=3C(N(C(C2)=O)C)=CN(N3)CC#N)C)O1)C 2-(7-((2s,5r)-4-(1-(3,3-dimethyl-2,3-dihydro-[1,4]dioxino[2,3-b]pyridin-6-yl)ethyl)-2,5-dimethylpiperazin-1-yl)-4-methyl-5-oxo-4,5-dihydro-2H-pyrazolo[4,3-b]pyridin-2-yl)acetonitrile